(S)-1-((2-((S)-1-(4,4-difluorocyclohexyl)-3-(1-methyl-1H-pyrazol-5-yl)-3-oxopropyl)-4-fluorobenzo-[d]oxazol-5-yl)methyl)-4-(trifluoromethyl)-imidazolidin-2-one FC1(CCC(CC1)[C@H](CC(=O)C1=CC=NN1C)C=1OC2=C(N1)C(=C(C=C2)CN2C(N[C@@H](C2)C(F)(F)F)=O)F)F